ClC=1C(=NC=CC1)N1N=C(C=C1C(=O)OCC)N1N=NN=C1C(F)(F)F ethyl 1-(3-chloropyridine-2-yl)-3-[5-(trifluoromethyl)-1H-tetrazole-1-yl]-1H-pyrazole-5-carboxylate